[Si](C)(C)(C(C)(C)C)OC1CCNCC1 4-[(tert-butyldimethylsilyl)oxy]piperidine